(1S)-1-[2-chloro-5-(4,4,5,5-tetramethyl-1,3,2-dioxaborolan-2-yl)phenyl]ethan-1-ol ClC1=C(C=C(C=C1)B1OC(C(O1)(C)C)(C)C)[C@H](C)O